5-[4'-(α-D-mannopyranosyloxy)-3'-methylphenyl]-isoquinoline [C@H]1([C@@H](O)[C@@H](O)[C@H](O)[C@H](O1)CO)OC1=C(C=C(C=C1)C1=C2C=CN=CC2=CC=C1)C